2-((5-amino-4-((2-(dimethylamino)ethyl)(methyl)amino)-2-methoxyphenyl)amino)-8-methyl-6-(1-methyl-1H-pyrazol-4-yl)pyrido[2,3-d]pyrimidin-7(8H)-one NC=1C(=CC(=C(C1)NC=1N=CC2=C(N1)N(C(C(=C2)C=2C=NN(C2)C)=O)C)OC)N(C)CCN(C)C